4-[5-(1-hydroxy-1-methyl-ethyl)-2-[2-[3-(4-piperidylmethyl)azetidin-1-yl]phenoxy]phenyl]-6-methyl-1H-pyrrolo[2,3-c]pyridin-7-one OC(C)(C)C=1C=CC(=C(C1)C=1C2=C(C(N(C1)C)=O)NC=C2)OC2=C(C=CC=C2)N2CC(C2)CC2CCNCC2